C(C)(C)C1=C(NC2=CC=C(C=C12)C1CN(C1)C1CCOCC1)C=1C(=C(C=2N(C1)C=NN2)C)C 6-(3-isopropyl-5-(1-(tetrahydro-2H-pyran-4-yl)azetidin-3-yl)-1H-indol-2-yl)-7,8-dimethyl-[1,2,4]triazolo[4,3-a]pyridine